[Bi].[Pb].[Te] tellurium-lead-bismuth